N1=CC(=CC=C1)CN1C(C=C(C=C1)C1=NN(C2=NC=CC=C21)C2=CC=C(C=C2)C(F)(F)F)=O 1-(pyridin-3-ylmethyl)-4-(1-(4-(trifluoromethyl)phenyl)-1H-pyrazolo[3,4-b]pyridin-3-yl)pyridin-2(1H)-one